FC1=C(C(=CC=C1)F)C1=CC(=CC=C1)[C@H](CC(=O)[O-])NC(=O)NC=1C(N(C=C(C1[O-])C)C)=O.[Na+].[Na+] sodium (S)-3-(2',6'-difluorobiphenyl-3-yl)-3-(3-(1,5-dimethyl-4-oxido-2-oxo-1,2-dihydropyridin-3-yl)ureido)propanoate